5-(4-(3,3,3-trifluoroprop-1-ynyl)phenoxy)-1H-1,2,3-triazole-4-carboxylic acid ethyl ester C(C)OC(=O)C=1N=NNC1OC1=CC=C(C=C1)C#CC(F)(F)F